(Z)-N'-hydroxy-1,3-dimethyl-1H-indazole-6-carboxamidine O\N=C(/N)\C1=CC=C2C(=NN(C2=C1)C)C